ClC=1C=CC2=C(N=C(O2)C2CC3(CC(C3)NC(=O)C3CN(CC3)S(=O)(=O)C)C2)C1 N-[6-(5-chloro-1,3-benzooxazol-2-yl)spiro[3.3]Heptane-2-yl]-1-methylsulfonyl-pyrrolidine-3-carboxamide